N-(3-hydroxy-9-oxo-9H-fluoren-2-yl)pivaloamide monopotassium phosphate P(=O)([O-])(O)O.[K+].OC=1C(=CC=2C(C3=CC=CC=C3C2C1)=O)NC(C(C)(C)C)=O